4-methyl-3-(pyridin-4-yl)-1-((2-(trimethylsilyl)ethoxy)methyl)-1H-pyrazol-5-amine CC=1C(=NN(C1N)COCC[Si](C)(C)C)C1=CC=NC=C1